OC1(CCC(CC1)C1N=C2C=C(C(=CC2=C1)[N+](=O)[O-])OC)COC(NC)=O (((1S,4S)-1-Hydroxy-4-(6-methoxy-5-nitro-2H-indol-2-yl)cyclohexyl)methyl)(methyl)carbamate